pentaerythritol beta-lauryl-thiopropionate C(CCCCCCCCCCC)C(C(=S)O)C.C([C@H](O)[C@H](O)CO)O.C([C@H](O)[C@H](O)CO)O.C([C@H](O)[C@H](O)CO)O.C([C@H](O)[C@H](O)CO)O.C([C@H](O)[C@H](O)CO)O